2-(3-chloro-4-fluorophenyl)-N2-methyl-1-[6-methyl-4-(trifluoromethyl)pyridin-2-yl]Pyrrolidine-2,4-dicarboxamide ClC=1C=C(C=CC1F)C1(N(CC(C1)C(=O)N)C1=NC(=CC(=C1)C(F)(F)F)C)C(=O)NC